FC1=C(C(=CC=C1)F)N1CCC(CC1)NC1=C2C(=NC=3C=C(C(=CC13)OC)OCCCN1CCCC1)CCC2 1-(2,6-difluorophenyl)-N-{7-methoxy-6-[3-(pyrrolidin-1-yl)propoxy]-1H,2H,3H-cyclopenta[b]quinolin-9-yl}piperidin-4-amine